C(C)(C)(C)OC(=O)N1[C@H](CNCC1)CC (S)-2-ethylpiperazine-1-carboxylic acid tert-butyl ester